(S)-6-(3-hydroxypyrrolidin-1-yl)-N-(2-morpholinyl-5-(piperidin-1-yl)thiazolo[4,5-b]pyridin-6-yl)pyridinecarboxamide O[C@@H]1CN(CC1)C1=CC=CC(=N1)C(=O)NC=1C=C2C(=NC1N1CCCCC1)N=C(S2)N2CCOCC2